tert-butyl 4-[8-(3-methoxycyclobutyl)-2-methylsulfanyl-7-oxo-pyrido[2,3-d]pyrimidin-6-yl]-8-methyl-2,3-dihydroquinoxaline-1-carboxylate COC1CC(C1)N1C(C(=CC2=C1N=C(N=C2)SC)N2CCN(C1=C(C=CC=C21)C)C(=O)OC(C)(C)C)=O